(E)-5-styrylbenzo[c][1,2]oxaborol-1(3H)-ol C(=C\C1=CC=CC=C1)/C1=CC2=C(B(OC2)O)C=C1